COC1=CC2=C(C3=C(C(N(C3)[C@H](C(=O)OC)CO)=O)S2)C=C1OC Methyl (S)-2-(6,7-dimethoxy-3-oxo-1,3-dihydro-2H-benzo[4,5]thieno[2,3-c]pyrrol-2-yl)-3-hydroxypropanoate